lithium cobalt oxide carbon [C].[Co]=O.[Li]